NC1=NC=CC=C1C#CC[C@@H](C(N[C@H]1CN(CC12CC2)CCCC(N(CC)CC)=O)=O)NC(OC(C)(C)C)=O tert-butyl N-[(1S)-4-(2-aminopyridin-3-yl)-1-{[(7R)-5-[3-(diethylcarbamoyl)propyl]-5-azaspiro[2.4]heptan-7-yl]carbamoyl}but-3-yn-1-yl]carbamate